NC1=CC=C(C=C1)C(=O)C1=CN=C2N1C=C(C(=C2)C)C=2C=NN(C2)C (4-Aminophenyl)(7-methyl-6-(1-methyl-1H-pyrazol-4-yl)imidazo[1,2-a]pyridin-3-yl)methanone